C1(CCC1)C=1C(=NN(C1NC(CC1CC(C1)(F)F)=O)C)C1=C(C=CC=C1)F N-(4-cyclobutyl-3-(2-fluorophenyl)-1-methyl-1H-pyrazol-5-yl)-2-(3,3-difluorocyclobutyl)acetamide